CN(CCCN1N=CC(=C1)C1=CC(=C(C(=C1)O)N1CC(NS1(=O)=O)=O)F)C 5-(4-(1-(3-(Dimethylamino)propyl)-1H-pyrazol-4-yl)-2-fluoro-6-hydroxyphenyl)-1,2,5-thiadiazolidin-3-one 1,1-dioxide